N=1C=NN2C1C=C(C=C2)OC2=C(C=C(C=C2)NC2=NC=NN1C2=C(C=C1)N1CC(CC1)NC(C=C)=O)C N-(1-(4-((4-([1,2,4]triazolo[1,5-a]pyridin-7-yloxy)-3-methylphenyl)amino)pyrrolo[2,1-f][1,2,4]triazin-5-yl)pyrrolidin-3-yl)acrylamide